4-(2-norbornyl)aminobutane-1-sulfonic acid C12C(CC(CC1)C2)NCCCCS(=O)(=O)O